n-butyl-Nitrobenzene C(CCC)C1=C(C=CC=C1)[N+](=O)[O-]